2-chloro-N-(1,3,4-oxadiazol-2-yl)-3-[(rac)-methylsulfinyl]-4-(difluoromethyl)benzamide ClC1=C(C(=O)NC=2OC=NN2)C=CC(=C1[S@](=O)C)C(F)F |r|